3-(4-{[4-fluoro-3-(trifluoromethyl)phenyl]sulfamoyl}phenyl)-1-(pyridin-3-ylmethyl)urea FC1=C(C=C(C=C1)NS(=O)(=O)C1=CC=C(C=C1)NC(NCC=1C=NC=CC1)=O)C(F)(F)F